OC=1C(=C(C=CC1C(=O)O)C1=CC=C(C=C1)C(=O)O)O dihydroxy-4,4'-biphenyldicarboxylic acid